C(C)OC(=O)C=1N=CC=2CN(CCC2C1)C1=NC(=CC(=C1)N1CC(CC1)C)F 7-(6-fluoro-4-(3-methylpyrrolidin-1-yl)pyridin-2-yl)-5,6,7,8-tetrahydro-2,7-naphthyridine-3-carboxylic acid ethyl ester